CS(=O)C1=CC=C(C=C1)C(C1=CC=C(C=C1)S(=O)C)SC[C@@H](C(=O)O)NC(=O)OC1C2=CC=CC=C2C=2C=CC=CC12 (2R)-3-[bis(4-methylsulfinylphenyl)methylsulfanyl]-2-(9H-fluoren-9-yloxycarbonylamino)propionic acid